Pentanaldoxime C(CCCC)=NO